FC1=NC=CC=C1[C@@H](C)O (R)-1-(2-fluoropyridin-3-yl)ethan-1-ol